ClC1=C(C=CC=C1)CC(=O)NC1=C(C(=C(C=C1)C=1C=NN(C1)C(F)F)S(N)(=O)=O)F 2-(2-chlorophenyl)-N-{4-[1-(difluoromethyl)-1H-pyrazol-4-yl]-2-fluoro-3-sulfamoylphenyl}acetamide